2-(4-methoxyphenyl)-5-(4-nitrophenyl)Oxazole-4-carboxylic acid ethyl ester C(C)OC(=O)C=1N=C(OC1C1=CC=C(C=C1)[N+](=O)[O-])C1=CC=C(C=C1)OC